COC1=CC=C(C=C1)C1=NOC(=N1)N1CCC(CC1)C(=O)NC1CC2(CN(C2)C)C1 1-(3-(4-Methoxyphenyl)-1,2,4-oxadiazol-5-yl)-N-(2-methyl-2-azaspiro[3.3]heptan-6-yl)piperidine-4-carboxamide